1-(6-amino-2-bromo-4-fluoro-3-methyl-phenyl)propan-1-one NC1=CC(=C(C(=C1C(CC)=O)Br)C)F